7-((diphenylmethylene)amino)-N-(4-methoxybenzyl)-1-methyl-1H-pyrazolo[4,3-c]pyridin-4-amine C1(=CC=CC=C1)C(C1=CC=CC=C1)=NC=1C2=C(C(=NC1)NCC1=CC=C(C=C1)OC)C=NN2C